N(=[N+]=[N-])C1COC2=C1C=CC(=C2)Br 3-azido-6-bromo-2,3-dihydro-1-benzofuran